C(C1=CC=CC=C1)N1C[C@H]2CC[C@@H](C1)C2(O)C2=CC=C(C=C2)C2=CC(=CC1=CC(=CC=C21)C2=CC=C(C=C2)C(F)(F)F)C(=O)O 4-(4-((1R,5S,8r)-3-Benzyl-8-hydroxy-3-azabicyclo[3.2.1]octan-8-yl)phenyl)-7-(4-(trifluoromethyl)phenyl)-2-naphthoic acid